3-Benzyl-6-(pyridin-2-ylmethyl)-2,3,4,6-tetrahydropyrido[3,4-c][1,8]naphthyridine C(C1=CC=CC=C1)N1CC2=CN(C=3N=CC=CC3C2=CC1)CC1=NC=CC=C1